1-(4-((4-((2-(6-methylpyridin-2-yl)pyrimidin-4-yl)amino)pyrimidin-2-yl)amino)benzyl)azetidine-3-carboxylic acid CC1=CC=CC(=N1)C1=NC=CC(=N1)NC1=NC(=NC=C1)NC1=CC=C(CN2CC(C2)C(=O)O)C=C1